O=C1NC(CCC1N1C(C2=CC=C(C=C2C1=O)C1CCN(CC1)CC1CCN(CC1)C1=CC=C(C=C1)C(=C(CC)C1=CC=CC=C1)C1=CC=C(C=C1)O)=O)=O 2-(2,6-dioxopiperidin-3-yl)-5-(1-((1-(4-(1-(4-hydroxyphenyl)-2-phenylbut-1-en-1-yl)phenyl)piperidin-4-yl)methyl)piperidin-4-yl)isoindoline-1,3-dione